[C@H]12C(CC[C@H](C1(C)C)C2)=C (-)-Beta-pinene